(3r,4r)-4-({7-bromo-5-fluoropyrrolo[2,1-f][1,2,4]triazin-2-yl}amino)-1-(cyclopropanesulfonyl)piperidin-3-ol BrC1=CC(=C2C=NC(=NN21)N[C@H]2[C@@H](CN(CC2)S(=O)(=O)C2CC2)O)F